COC=1C=C2C(=CC=NC2=CC1OC)OC1=C(C=C(C=C1)NC(=O)NS(=O)(=O)CC1=CC=CC=C1)F 1-[4-(6,7-Dimethoxyquinolin-4-yloxy)-3-fluorophenyl]-3-(benzylsulfonyl)urea